ClC(C(C)(C)OC(=O)N1CC(C1)=O)(Cl)Cl 3-oxoazetidine-1-carboxylic acid 1,1,1-trichloro-2-methylpropan-2-yl ester